1-(3-nitro-5-(trifluoromethyl)phenyl)-3-(4-(quinolin-4-yloxy)phenyl)imidazolidin-2-one [N+](=O)([O-])C=1C=C(C=C(C1)C(F)(F)F)N1C(N(CC1)C1=CC=C(C=C1)OC1=CC=NC2=CC=CC=C12)=O